3-Z-[1-(4-(N-acetyl-N-dimethylaminocarbonylmethyl-amino)-anilino)-1-phenyl-methylene]-6-methoxycarbonyl-2-indolinone C(C)(=O)N(CC(=O)N(C)C)C1=CC=C(N\C(\C2=CC=CC=C2)=C\2/C(NC3=CC(=CC=C23)C(=O)OC)=O)C=C1